3-propylidene-2-benzofuran-1-one C(CC)=C1OC(C2=C1C=CC=C2)=O